BrC1=CC=C(C=C1)C1(CCC1)C(=O)N1CCC(CC1)N1N=CC(=C1)CNC1=C2C(N(C(C2=CC=C1)=O)C1C(NC(CC1)=O)=O)=O 4-(((1-(1-(1-(4-bromophenyl)cyclobutane-1-carbonyl)piperidin-4-yl)-1H-pyrazol-4-yl)methyl)amino)-2-(2,6-dioxopiperidin-3-yl)isoindoline-1,3-dione